C(C)(C)(C)C1=CC=C(C=C1)C1(CC(=CC=C1)N(C1=CC=C(C=C1)C)C1=CC=C(C=C1)C)N 1-(4-(tert-butyl)phenyl)-N3,N3-di-p-tolylbenzene-1,3-diamine